tert-butyl 2-(5-(2,6-dimethoxyphenyl)-1-(2-isopropyl-4-(3-(methyl(3-(methylamino)propyl)amino)propoxy)phenyl)-1H-pyrazole-3-carboxamido)adamantane-2-carboxylate COC1=C(C(=CC=C1)OC)C1=CC(=NN1C1=C(C=C(C=C1)OCCCN(CCCNC)C)C(C)C)C(=O)NC1(C2CC3CC(CC1C3)C2)C(=O)OC(C)(C)C